ClC=1C=CC=C2C=C(N(C12)COCC[Si](C)(C)C)C(=O)OC methyl 7-chloro-1-{[2-(trimethylsilyl)ethoxy]methyl}indole-2-carboxylate